5-(3-chloro-4-fluorophenyl)-N-(4-((4-methylpiperazin-1-yl)methyl)phenyl)-4-((tetrahydrofuran-2-yl)methoxy)-7H-pyrrolo[2,3-d]pyrimidin-2-amine ClC=1C=C(C=CC1F)C1=CNC=2N=C(N=C(C21)OCC2OCCC2)NC2=CC=C(C=C2)CN2CCN(CC2)C